CC1=C(C(=CC(=C1)C(NC)=O)C)C[C@@H](CO)NC(OC(C)(C)C)=O tert-Butyl (S)-(1-(2,6-dimethyl-4-(methylcarbamoyl)phenyl)-3-hydroxypropan-2-yl)carbamate